2-(3-aminobenzyl)-6-(phenylsulfonyl)phthalazin-1(2H)-one NC=1C=C(CN2C(C3=CC=C(C=C3C=N2)S(=O)(=O)C2=CC=CC=C2)=O)C=CC1